(3-Cyano-1-methyl-4-oxo-1,4-dihydroquinolin-2-yl)cyclohexanecarboxamide C(#N)C1=C(N(C2=CC=CC=C2C1=O)C)C1(CCCCC1)C(=O)N